4-(3-(7-bromo-1-(4-methoxybenzyl)-4-methyl-1H-imidazo[4,5-d]thieno[3,2-b]pyridin-2-yl)propyl)morpholine BrC1=CC2=NC(=C3C(=C2S1)N(C(=N3)CCCN3CCOCC3)CC3=CC=C(C=C3)OC)C